N1(CCOCC1)C(=O)C1=CC=C(CNC(OC(C)(C)C)=O)C=C1 tert-butyl (4-(morpholine-4-carbonyl)benzyl)carbamate